3-(4-chlorobenzyl)-1-(5-(pyridin-4-yl)pyrazin-2-yl)pyrrolidin-2-one ClC1=CC=C(CC2C(N(CC2)C2=NC=C(N=C2)C2=CC=NC=C2)=O)C=C1